7-(Naphthalen-2-yl)-1-(2-(piperidin-1-yl)ethyl)-3,4-dihydro-quinolin-2(1H)-one C1=C(C=CC2=CC=CC=C12)C1=CC=C2CCC(N(C2=C1)CCN1CCCCC1)=O